C[C@@]1(NC[C@@H](CC1)C)C(C(=O)NC=1C=C(C(=NC1)NC(OC(C)(C)C)=O)C)=O tert-butyl N-[5-[[2-[(2S,5R)-2,5-dimethyl-2-piperidyl]-2-oxo-acetyl]amino]-3-methyl-2-pyridyl]carbamate